5-((2-(azetidin-1-yl)quinolin-7-yloxy)methyl)tetrahydrofuran-3,4-diol N1(CCC1)C1=NC2=CC(=CC=C2C=C1)OCC1C(C(CO1)O)O